N4-methyl-N2-(2-methyl-2H-indazol-6-yl)-5-(trifluoromethyl)pyrimidine-2,4-diamine CNC1=NC(=NC=C1C(F)(F)F)NC=1C=CC2=CN(N=C2C1)C